7-(4-(3-Chlorophenyl)-4-cyclopentyl-2-oxotetrahydropyrimidin-1(2H)-yl)imidazo[1,5-a]pyridine-3-carboxamide ClC=1C=C(C=CC1)C1(NC(N(CC1)C1=CC=2N(C=C1)C(=NC2)C(=O)N)=O)C2CCCC2